FC1=CC=C(C=C1)/C=C/CC1=C(C=C(C(=C1)OC)OC)O (E)-3-(4-fluorophenyl)-1-(2-hydroxy-4,5-dimethoxyphenyl)prop-2-ene